tert-Butyl (1-(oxetan-3-yl)piperidin-4-yl)carbamate O1CC(C1)N1CCC(CC1)NC(OC(C)(C)C)=O